3-amino-N-(3-(4-amino-4-(methoxymethyl)piperidin-1-yl)pyridin-2-yl)-6-(3-fluoropyridin-2-yl)pyrazine-2-carboxamide NC=1C(=NC(=CN1)C1=NC=CC=C1F)C(=O)NC1=NC=CC=C1N1CCC(CC1)(COC)N